OCC1CN(CC1)C=1C=C(C=CC1)S(=O)(=O)NC1=NOC2=C1C(=CC(=C2)CN2N=CC=C2)OC 3-[3-(Hydroxymethyl)pyrrolidin-1-yl]-N-[4-methoxy-6-(pyrazol-1-ylmethyl)-1,2-benzoxazol-3-yl]benzenesulfonamide